((1r,3r)-3-(3-chloro-5-fluorobenzamido)cyclobutyl)methanaminium trifluoroacetate FC(C(=O)[O-])(F)F.ClC=1C=C(C(=O)NC2CC(C2)C[NH3+])C=C(C1)F